3-N-[6-(3-methoxy-4-methylphenoxy)pyridin-3-yl]pyridine-2,3-diamine COC=1C=C(OC2=CC=C(C=N2)NC=2C(=NC=CC2)N)C=CC1C